2,6-dichloro-3-[[2-(3-chlorophenyl)acetyl]amino]benzoic acid ClC1=C(C(=O)O)C(=CC=C1NC(CC1=CC(=CC=C1)Cl)=O)Cl